6-isopropyl-3,9-dimethyl-1,4-dioxaspiro[4.5]decan-2-one C(C)(C)C1C2(OC(C(O2)=O)C)CC(CC1)C